O1CCN(CC1)CCNC(N)=S 3-(2-morpholinoethyl)thiourea